CN1C(N(C2=C1C=C(C=C2)N2CCC1(CC(C1)=O)CC2)C2C(NC(CC2)=O)=O)=O 3-(3-methyl-2-oxo-5-(2-oxo-7-azaspiro[3.5]nonan-7-yl)-2,3-dihydro-1H-benzo[d]imidazol-1-yl)piperidine-2,6-dione